N-(1-methylcyclopropyl)-3-(5-methyl-1,3,4-oxadiazol-2-yl)-2-oxo-1-(2-pyrrolidin-1-ylethyl)benzimidazole-5-sulfonamide CC1(CC1)NS(=O)(=O)C1=CC2=C(N(C(N2C=2OC(=NN2)C)=O)CCN2CCCC2)C=C1